1-(2-(pyrazolo[5,1-b]thiazole-7-carbonyl)-2-azaspiro[3.3]heptan-6-yl)-3-(5-(trifluoromethyl)pyridin-3-yl)urea S1C=2N(C=C1)N=CC2C(=O)N2CC1(C2)CC(C1)NC(=O)NC=1C=NC=C(C1)C(F)(F)F